[I-].C(C=C)(=O)OCC[N+](CC)(CC)CC1=CC=CC=C1 acryloyloxyethylbenzyldiethyl-ammonium iodide